(S)-6-chloro-4-(cyclopropylethynyl)-4-(1,1-difluoroethyl)-7-(hydroxymethyl)-3,4-dihydroquinazolin-2(1H)-one ClC=1C=C2[C@](NC(NC2=CC1CO)=O)(C(C)(F)F)C#CC1CC1